FC(C1=NC(=NC(=C1)C(F)(F)F)N1[C@H](C=2NC3=CC=C(C=C3C2CC1)N1N=CC(=N1)C)CC(C)C)(F)F (1S)-2-[4,6-bis(trifluoromethyl)pyrimidin-2-yl]-1-(2-methylpropyl)-6-(4-methyl-2H-1,2,3-triazol-2-yl)-2,3,4,9-tetrahydro-1H-pyrido[3,4-b]indole